CC1=CC(=C(C(N1)=O)CNC(=O)C1=CC=CC=2OCOCC21)SC N-((6-methyl-4-(methylsulfanyl)-2-oxo-1,2-dihydropyridin-3-yl)methyl)benzo[d][1,3]dioxan-5-carboxamide